Ethyl-Isopropyl-Acrylamide C(C)C=C(C(=O)N)C(C)C